2,8,9-trimethyl-7-(3-(2-(trifluoromethyl)phenyl)-7,8-dihydro-1,6-naphthyridin-6(5H)-yl)-4H-pyrimido[1,2-b]pyridazin-4-one CC=1N=C2N(N=C(C(=C2C)C)N2CC=3C=C(C=NC3CC2)C2=C(C=CC=C2)C(F)(F)F)C(C1)=O